CCCCCCC=C(CC)B(O)O dec-7-en-8-boronic acid